2-((1-(4-chlorobenzyl)-1H-indol-3-yl)thio)acetic acid methyl ester COC(CSC1=CN(C2=CC=CC=C12)CC1=CC=C(C=C1)Cl)=O